OC1=C(C=C(C(=C1)N(C)C)C)N1N=C2C(=N1)C=CC(=C2)C(=O)OCCCCCCCC 2-(2-hydroxy-4-dimethylamino-5-methylphenyl)-5-octyloxycarbonyl-2H-benzotriazole